OC(CCC)C1=CC=C(C=C1)C1CCN(CC1)C(=O)C=1C=C(C(=CC1)O)O 4-(4-(4-(1-hydroxybutyl)phenyl)piperidine-1-carbonyl)benzene-1,2-diol